BrC=1C=NN(C1)CC=1C=C(C=CC1OC)/C=C/C(=O)C1=C(C=C(C=C1)O)O (E)-3-[3-[(4-Bromopyrazol-1-yl)methyl]-4-methoxyphenyl]-1-(2,4-dihydroxyphenyl)prop-2-en-1-one